S(=O)(=O)(OCCC(F)CCF)[O-] (2-fluoroethyl)(3-fluoropropyl) sulfate